tert-butyl (1R,5S,6R)-6-[[4,5-dichloro-2-(prop-2-en-1-yloxy)phenyl][(2-methylpropane-2-sulfinyl)imino]methyl]-3-azabicyclo[3.1.0]hexane-3-carboxylate ClC1=CC(=C(C=C1Cl)C(C1[C@H]2CN(C[C@@H]12)C(=O)OC(C)(C)C)=NS(=O)C(C)(C)C)OCC=C